N1=C(C=CC=C1OCCCOC1=CC=CC(=N1)C1=NC=CC=C1)C1=NC=CC=C1 1,3-bis([2,2'-bipyridyl]-6-yloxy)propane